F[C@H]1S(C2=C(O[C@H](C1)C)C(=CC(=C2)C(=O)O)F)(=O)=O (2S,4S)-4,9-difluoro-2-methyl-3,4-dihydro-2H-benzo[b][1,4]oxathiepine-7-carboxylic acid 5,5-dioxide